(2R,4R)-2-(5-(3-cyclopropyl-1-((R)-1,1-dimethylethylsulfinamido)-1-(pyridin-4-yl) propyl)-2-fluorophenylcarbamoyl)-4-phenylpyrrolidine-1-carboxylate C1(CC1)CCC(C1=CC=NC=C1)(N[S@](=O)C(C)(C)C)C=1C=CC(=C(C1)NC(=O)[C@@H]1N(C[C@H](C1)C1=CC=CC=C1)C(=O)[O-])F